N-ETHYLMETHYLAMINE C(C)NC